5-(3-(2,5-difluorophenyl)morpholinyl)pyrazolo[1,5-a]Pyrimidine-3-carboxylic acid FC1=C(C=C(C=C1)F)C1N(CCOC1)C1=NC=2N(C=C1)N=CC2C(=O)O